tert-butyl ((3R*,4R*)-4-fluoropyrrolidin-3-yl)carbamate F[C@H]1[C@@H](CNC1)NC(OC(C)(C)C)=O |o1:1,2|